O-methyl-glucose CO[C@@H](C=O)[C@@H](O)[C@H](O)[C@H](O)CO